ClC1=CC(=C(C(=N1)C)I)CS(=O)(=O)NS(=O)(=O)C (6-chloro-3-iodo-2-methylpyridin-4-yl)-N-(methylsulfonyl)methanesulfonamide